2-(1-(4-(3-amino-5-chloropyrazin-2-ylsulfanyl)-3-chloropyridin-2-yl)azetidin-3-yl)propan-2-ol NC=1C(=NC=C(N1)Cl)SC1=C(C(=NC=C1)N1CC(C1)C(C)(C)O)Cl